CN([C@H](C(=O)N1[C@H]2[C@@H](N(C[C@@H]1CC2)C(N(C2=CC=CC=C2)C2=CC=CC=C2)=O)C(=O)OCC)CC2=CC=CC=C2)C (1R,2R,5S)-ethyl 8-((S)-2-(dimethylamino)-3-phenylpropanoyl)-3-(diphenylcarbamoyl)-3,8-diazabicyclo[3.2.1]octane-2-carboxylate